CCCCCCCCCCCCCC(=O)O[C@H](COC(=O)CCCCCCC/C=C\\CCCCCCCC)COP(=O)([O-])[O-] The molecule is a 1,2-diacyl-sn-glycerol 3-phosphate(2-) obtained by deprotonation of the phosphate OH groups of 1-oleoyl-2-myristoyl-sn-glycero-3-phosphate. It is a 1,2-diacyl-sn-glycerol 3-phosphate(2-) and a 1-oleoyl-2-acyl-sn-glycero-3-phosphate(2-). It is a conjugate base of a 1-oleoyl-2-myristoyl-sn-glycero-3-phosphate.